(R)-4-((1R,3R,5S,6R)-6-(1-isopropyl-3-(6-(trifluoromethyl)pyridin-2-yl)-1H-1,2,4-triazol-5-yl)bicyclo[3.1.0]hexane-3-yl)-3-methylmorpholine C(C)(C)N1N=C(N=C1C1[C@H]2CC(C[C@@H]12)N1[C@@H](COCC1)C)C1=NC(=CC=C1)C(F)(F)F